(3S,3aR,6R,6aR)-6-(4-methoxyphenyl)hexahydrofuro[3,2-b]furan-3-ol COC1=CC=C(C=C1)[C@@H]1CO[C@H]2[C@@H]1OC[C@@H]2O